C(C)N1CCC(CC1)C1=CN(C2=C1C=NC(=C2)NC(C)=O)C2=NC(=CC(=C2)C)[C@]2(COCC2)OC (R)-N-(3-(1-ethylpiperidin-4-yl)-1-(6-(3-methoxytetrahydrofuran-3-yl)-4-methylpyridine-2-yl)-1H-pyrrolo[3,2-c]pyridin-6-yl)acetamide